(R)-3-mercapto-2-(methylamino)propylamine SC[C@@H](CN)NC